(S)-N-(5-(7-chloro-2-(1-cyclopropylethyl)-1-oxoisoindolin-5-yl)-4-methylthiazol-2-yl)acetamide ClC=1C=C(C=C2CN(C(C12)=O)[C@@H](C)C1CC1)C1=C(N=C(S1)NC(C)=O)C